C(C)(C)(C)OC(=O)N[C@H]1CN(CC[C@@H]2N(C1=O)[C@@H](CC2)C(=O)OC)CC(F)F methyl (5S,8S,10aR)-5-((tert-butoxycarbonyl)amino)-3-(2,2-difluoroethyl)-6-oxodecahydropyrrolo[1,2-a][1,5]diazocine-8-carboxylate